4-chloro-3-(3-methylbut-1-yn-1-yl)pyridin-2-amine ClC1=C(C(=NC=C1)N)C#CC(C)C